2-chloro-N-(3-(4'-(trifluoromethoxy)-[1,1'-biphenyl]-4-yl)propyl)thieno[2,3-d]pyrimidin-4-amine ClC=1N=C(C2=C(N1)SC=C2)NCCCC2=CC=C(C=C2)C2=CC=C(C=C2)OC(F)(F)F